(pentamethylcyclopentadienyl)(1,5,6-trimethylindenyl)hafnium CC1=C(C(=C(C1(C)[Hf]C=1C(C2=CC(=C(C=C2C1)C)C)C)C)C)C